methyl 4-cyclopropoxy-2-methyl-5-((phenylmethyl)sulfonamido)benzoate C1(CC1)OC1=CC(=C(C(=O)OC)C=C1NS(=O)(=O)CC1=CC=CC=C1)C